bismuth selenide [Bi]=[Se]